tert-butyl 5-(8-methoxy-[1,2,4]triazolo[1,5-a]pyridin-6-yl)-6-methyl-2-(1,4-dioxaspiro[4.5]decan-8-yl)-4H-pyrrolo[3,2-d]thiazole-4-carboxylate COC=1C=2N(C=C(C1)C1=C(C=3N=C(SC3N1C(=O)OC(C)(C)C)C1CCC3(OCCO3)CC1)C)N=CN2